CN(C)CC1(CC1)COC=1N=C(C2=C(N1)CN(CC2)C2=CC=CC1=CC=CC(=C21)CC)N(CC2=NN=NN2C)C ((1-((dimethylamino)methyl)cyclopropyl)methoxy)-7-(8-ethylnaphthalen-1-yl)-N-methyl-N-((1-methyl-1H-tetrazol-5-yl)methyl)-5,6,7,8-tetrahydropyrido[3,4-d]pyrimidin-4-amine